chromenylium-3,5,7-triol [O+]1=CC(=CC=2C(=CC(=CC12)O)O)O